benzyl 4-(4-cyano-2-methoxyphenyl)-2,8-dimethyl-5-(oxetan-3-yloxy)-1,4-dihydro-1,6-naphthyridine-3-carboxylate C(#N)C1=CC(=C(C=C1)C1C(=C(NC2=C(C=NC(=C12)OC1COC1)C)C)C(=O)OCC1=CC=CC=C1)OC